6-(2-chloro-4-fluoro-5-methoxy-phenyl)-3-(4-isoquinolinyl)-1-methyl-thieno[3,2-d]pyrimidine-2,4-dione ClC1=C(C=C(C(=C1)F)OC)C1=CC=2N(C(N(C(C2S1)=O)C1=CN=CC2=CC=CC=C12)=O)C